7-chloro-3-(2-(methoxymethoxy)phenyl)cinnoline ClC1=CC=C2C=C(N=NC2=C1)C1=C(C=CC=C1)OCOC